C1(CCC1)C(C=CS(=O)(=O)C)NC(=O)C=1C(=NC(=NC1)C(C)(F)F)OC1=CC=CC=C1 N-(1-cyclobutyl-3-(methylsulfonyl)allyl)-2-(1,1-difluoroethyl)-4-phenoxypyrimidine-5-carboxamide